CN(C(OC1C(CCCC1)OC(N(C)C)=O)=O)C cyclohexane-1,2-diyl bis(dimethylcarbamate)